S(=S)(=O)([O-])[O-].NC1=CC=C(C=C1)N(CC)CC.[Na+].[Na+] sodium 2-amino-5-diethylaminobenzene thiosulfate